N-[(1S)-1-(dicyclopropylmethyl)-2-[[1-[1-[3-(difluoromethyl)-6-oxo-1H-pyridazin-5-yl]ethyl]pyrazol-4-yl]amino]-2-oxo-ethyl]-2-isopropyl-pyrazole-3-carboxamide C1(CC1)C([C@@H](C(=O)NC=1C=NN(C1)C(C)C1=CC(=NNC1=O)C(F)F)NC(=O)C=1N(N=CC1)C(C)C)C1CC1